(R)-3-methyl-4-(7-(1-(methylsulfonyl)cyclopropyl)-3-(1H-pyrazol-5-yl)pyrazolo[1,5-a]pyrimidin-5-yl)morpholine C[C@H]1N(CCOC1)C1=NC=2N(C(=C1)C1(CC1)S(=O)(=O)C)N=CC2C2=CC=NN2